11-chloro-8-hydroxy-3-(thiophen-2-yl)-10-(trifluoromethyl)-3,4-dihydro-2H,6H-[1,4]thiazepino[2,3,4-ij]quinazolin-6-one ClC1=C(C=C2C(=NC(N3C2=C1SCC(C3)C=3SC=CC3)=O)O)C(F)(F)F